NC1=C(C=C(C=C1)NS(=O)(=O)C)N1CCC2(CC2)CC1 N-[4-amino-3-(6-azaspiro[2.5]oct-6-yl)phenyl]methanesulfonamide